CN(C1CCC(CC1)NC1=NC=C(C=N1)/C=C/C=1C=CC(=NC1)NS(=O)(=O)C=1C=NC=CC1C)C N-(5-((E)-2-(2-(((1r,4r)-4-(dimethylamino)cyclohexyl)amino)pyrimidin-5-yl)vinyl)pyridin-2-yl)-4-methylpyridine-3-sulfonamide